FC(\C=C/C(F)(F)F)(F)F Z-1,1,1,4,4,4-hexafluorobutene